OC1(C(C(=C(C=C1)O)N)N)C1=CC=CC=C1 1,4-dihydroxybiphenyl-diamine